(4-amino-1,3-dihydrofuro[3,4-c]quinolin-8-yl)-[rac-(3S)-3-[6-(trifluoromethyl)-3-pyridinyl]morpholin-4-yl]methanone NC1=NC=2C=CC(=CC2C2=C1COC2)C(=O)N2[C@H](COCC2)C=2C=NC(=CC2)C(F)(F)F |r|